ClC=1C=C2C(=C(C=NC2=CC1)C=1OC=CN1)NC1=C(C(=O)O)C=C(C=C1)C 2-[(6-chloro-3-oxazol-2-yl-4-quinolyl)amino]-5-methyl-benzoic acid